2-(2-Propoxyethoxy)ethanol tert-Butyl-4-bromo-3-(1-hydroxyethyl)benzoate C(C)(C)(C)C1=C(C(=O)OCCOCCOCCC)C=CC(=C1C(C)O)Br